O[C@H]1[C@H](C[C@@H]2C(C[C@H]3[C@@H]4CC[C@H]([C@@H](/C=C/[C@H](C(C)C)C)C)[C@]4(CC[C@@H]3[C@]2(C1)C)C)=O)O (22E)-2a,3a-dihydroxy-5a-campest-22-en-6-one